tertiary amyl peroxide C(C)(C)(CC)OOC(C)(C)CC